5-[2,3-difluoro-4-[3-methyl-1-[2-[(6-morpholinylpyridazin-3-yl)amino]-2-oxo-ethyl]pyrazol-4-yl]phenyl]-1-methyl-imidazole-2-carboxamide FC1=C(C=CC(=C1F)C=1C(=NN(C1)CC(=O)NC=1N=NC(=CC1)N1CCOCC1)C)C1=CN=C(N1C)C(=O)N